2-[[4-[5-(2,2-difluoroethoxy)-2-(2H-tetrazol-5-yl)-phenyl]piperazin-1-yl]methyl]-1,3-benzothiazole FC(COC=1C=CC(=C(C1)N1CCN(CC1)CC=1SC2=C(N1)C=CC=C2)C=2N=NNN2)F